1-[(2R,5S)-5-(3-chlorophenyl)-2-methyl-piperazin-1-yl]-2,2-dimethyl-propan-1-one ClC=1C=C(C=CC1)[C@@H]1NC[C@H](N(C1)C(C(C)(C)C)=O)C